C[Si](O[Si](O[Si](O[Si](O[Si](C)(C)C)(O[Si](C)(C)C)C)(O[Si](C)(C)C)C)(O[Si](C)(C)C)C)(C)C 1,1,1,3,5,7,9,9,9-nonamethyl-3,5,7-tris[(trimethylsilyl)oxy]pentasiloxane